N-((3,5-difluoropyridin-2-yl)methylene)-2-methylpropane-2-sulfinamide FC=1C(=NC=C(C1)F)C=NS(=O)C(C)(C)C